FC1=C(C=C(CN2N=CC(=C2)B2OC(C(O2)(C)C)(C)C)C=C1)[N+](=O)[O-] 1-(4-fluoro-3-nitrobenzyl)-4-(4,4,5,5-tetramethyl-1,3,2-dioxaborolan-2-yl)-1H-pyrazole